N1C=NC(C=C1)=O PYRIMIDINE-4(1H)-ONE